2-dicyclohexylphosphino-2',6'-dimethoxybiphenyl tert-Butyl-4-(7-vinyl-[1,2,4]triazolo[1,5-a]pyridin-6-yl)-3,6-dihydro-2H-pyridine-1-carboxylate C(C)(C)(C)OC(=O)N1CCC(=CC1)C=1C(=CC=2N(C1)N=CN2)C=C.C2(CCCCC2)P(C2=C(C=CC=C2)C2=C(C=CC=C2OC)OC)C2CCCCC2